C(C)(C)OC([C@H](C)N=P(=O)OC1=C(C=CC=C1)OC1=CC=C(C=C1)[N+](=O)[O-])=O (S)-2-[(4-Nitro-Phenoxy)-Phenoxy-Phosphorylamino]Propionic Acid Isopropyl Ester